(S)-l-1-(4-chlorothiophen-2-yl)-8-((3S,5R)-3,5-dimethylpiperazin-1-yl)-3-(pyrazin-2-yloxy)-10-(trifluoromethyl)-3,4-dihydro-2H,6H-[1,4]thiazepino[2,3,4-ij]quinazolin-6-one ClC=1C=C(SC1)S1C[C@H](CN2C(N=C(C3=CC(=CC1=C23)C(F)(F)F)N2C[C@@H](N[C@@H](C2)C)C)=O)OC2=NC=CN=C2